3,3-difluoro-4-[4-(2-fluoro-4-hydroxy-phenyl)piperazin-1-yl]piperidine-1-carboxylic acid tert-butyl ester C(C)(C)(C)OC(=O)N1CC(C(CC1)N1CCN(CC1)C1=C(C=C(C=C1)O)F)(F)F